8-((2-(1-methylpyrrolidin-2-yl)ethyl)amino)pentadecane-1,15-diyl bis(4,4-bis(pentyloxy)butanoate) C(CCCC)OC(CCC(=O)OCCCCCCCC(CCCCCCCOC(CCC(OCCCCC)OCCCCC)=O)NCCC1N(CCC1)C)OCCCCC